4-(phenylthio)piperidine hydrochloride Cl.C1(=CC=CC=C1)SC1CCNCC1